2-[4-(methylsulfanyl)butanoyl]-5-({2-[4-(methylsulfanyl)butanoyl]-1,3-dioxo-2,3-dihydro-1H-inden-5-yl}oxy)-2,3-dihydro-1H-indene-1,3-dione CSCCCC(=O)C1C(C2=CC=C(C=C2C1=O)OC=1C=C2C(C(C(C2=CC1)=O)C(CCCSC)=O)=O)=O